6-methyl-1-(3-morpholinophenyl)-5-(1-morpholinoethyl)indolizine-7-carboxylic acid CC1=C(N2C=CC(=C2C=C1C(=O)O)C1=CC(=CC=C1)N1CCOCC1)C(C)N1CCOCC1